5-(tert-butyl)-N-(2-methyl-4-(3-(2-(N-methylacrylamido)ethoxy)pyridin-4-yl)benzyl)-1,2,4-oxadiazole-3-carboxamide C(C)(C)(C)C1=NC(=NO1)C(=O)NCC1=C(C=C(C=C1)C1=C(C=NC=C1)OCCN(C(C=C)=O)C)C